(R)-2-(4-((1-methylpiperidin-3-yl)methyl)phthalazin-1-yl)-5-(trifluoromethyl)phenol CN1C[C@H](CCC1)CC1=NN=C(C2=CC=CC=C12)C1=C(C=C(C=C1)C(F)(F)F)O